methyl 4-(2,4-dioxotetrahydropyrimidin-1(2H)-yl)-3-methoxybenzoate O=C1N(CCC(N1)=O)C1=C(C=C(C(=O)OC)C=C1)OC